4-Methoxy-2,6-bis((R)-1-phenylethyl)aniline 2-(diphenylphosphino)-benzoate C1(=CC=CC=C1)P(C1=C(C(=O)O)C=CC=C1)C1=CC=CC=C1.COC1=CC(=C(N)C(=C1)[C@H](C)C1=CC=CC=C1)[C@H](C)C1=CC=CC=C1